CC1=C(C(=C(C(=O)O[C@](CN2N=NN=C2)([C@@H](C)C2=NN(C=C2)CC2=CC(=CC(=C2)F)F)C2=C(C=C(C=C2)F)F)C=C1)N1C=CC=C1)N1CC(C1)OCC1=CC=C(C=C1)OC (2R,3S)-3-(1-(3,5-difluorobenzyl)-1H-pyrazol-3-yl)-2-(2,4-difluorophenyl)-1-(1H-tetrazol-1-yl)butan-2-ol Methyl-3-(3-((4-methoxybenzyl)oxy)azetidin-1-yl)-2-(1H-pyrrol-1-yl)benzoate